3-((((1S,2S)-2-((2-(2,6-dioxopiperidin-3-yl)-1-oxoisoindolin-5-yl)oxy)cyclopentyl)(ethyl)amino)methyl)-1-methylcyclobutane-1-carbonitrile O=C1NC(CCC1N1C(C2=CC=C(C=C2C1)O[C@@H]1[C@H](CCC1)N(CC)CC1CC(C1)(C#N)C)=O)=O